ethyl 1-[[4-[[(1Z)-2-ethoxy-3,3,3-trifluoro-1-propen-1-yl]oxy]phenyl]methyl]-N-(2-propen-1-yloxy)-1H-pyrazole-4-carboximidate C(C)O\C(=C/OC1=CC=C(C=C1)CN1N=CC(=C1)C(OCC)=NOCC=C)\C(F)(F)F